COC(=O)C=1C=C2C=NN(C2=CC1)CC1=CC=C(C=C1)B(O)O 4-((5-(methoxycarbonyl)indazol-1-yl)methyl)phenylboronic acid